2-amino-5-n-butyl-3-ethyl-6-methyl-4(3H)-pyrimidinone NC1=NC(=C(C(N1CC)=O)CCCC)C